C(=O)OCCO ethylene glycol mono-formate